(3-(3-(aminomethyl)phenyl)-6-(benzo[d][1,3]dioxazol-5-yl)-5-methylpyrazin-2-yl)methanol NCC=1C=C(C=CC1)C=1C(=NC(=C(N1)C)C1=CC2=C(ONO2)C=C1)CO